COC=1C=C(C=CC1OC)[C@H](C1CCN(CC1)C(=O)C=1C=CC2=C(NC(CO2)=O)C1)C1=CC=NC=C1 |o1:10| 6-[4-[(R or S)-(3,4-Dimethoxyphenyl)-(4-pyridyl)methyl]piperidine-1-carbonyl]-4H-1,4-benzoxazin-3-one